6-hydroxybenzene-1,3-disulfonate OC1=CC=C(C=C1S(=O)(=O)[O-])S(=O)(=O)[O-]